2-(1-(5-oxo-4-((6-(piperazin-1-yl)pyridin-3-yl)amino)-5,6-dihydropyrimido[4,5-d]pyridazin-2-yl)piperidin-4-yl)acetonitrile O=C1C2=C(C=NN1)N=C(N=C2NC=2C=NC(=CC2)N2CCNCC2)N2CCC(CC2)CC#N